(3-methyl-5-(5-(trifluoromethyl)-4-((2-(trimethylsilyl)ethoxy)methyl)-4H-1,2,4-triazol-3-yl)pyridin-2-yl)methanol CC=1C(=NC=C(C1)C1=NN=C(N1COCC[Si](C)(C)C)C(F)(F)F)CO